4-[4-(2-dimethylamino-ethyloxy)phenyl]-4-oxo-butanoic acid CN(CCOC1=CC=C(C=C1)C(CCC(=O)O)=O)C